C(C#CC)(=O)N1C(OC[C@H]1C1=CC=CC=C1)=O (R)-3-(but-2-ynoyl)-4-phenyloxazolidin-2-one